methyl (3-(thien-2-yl) allyl) carbonate C(OC)(OCC=CC=1SC=CC1)=O